1-(7-isopropyl-1,3-dimethyl-2-oxo-2,3-dihydro-1H-benzo[d]imidazol-5-yl)-7-oxo-1,3,4,7-tetrahydro-1,6-naphthyridin C(C)(C)C1=CC(=CC2=C1N(C(N2C)=O)C)N2CCCC1=CNC(C=C21)=O